1-(2-Methoxy-5-(4-((4-(2-methoxy-4-(2-methyl-1-oxo-1,2-dihydro-2,7-naphthyridin-4-yl)phenoxy)piperidin-1-yl)methyl)piperidine-1-carbonyl)phenyl)dihydropyrimidine-2,4(1H,3H)-dione COC1=C(C=C(C=C1)C(=O)N1CCC(CC1)CN1CCC(CC1)OC1=C(C=C(C=C1)C1=CN(C(C2=CN=CC=C12)=O)C)OC)N1C(NC(CC1)=O)=O